1-(3-((9-(4-(tert-butyl)pyridin-2-yl)-9H-carbazol-2-yl)oxy)phenyl)-3-(4,4''-di-tert-butyl-[1,1':3',1''-terphenyl]-2'-yl)-1H-benzo[d]imidazol-3-ium chloride [Cl-].C(C)(C)(C)C1=CC(=NC=C1)N1C2=CC=CC=C2C=2C=CC(=CC12)OC=1C=C(C=CC1)N1C=[N+](C2=C1C=CC=C2)C2=C(C=CC=C2C2=CC=C(C=C2)C(C)(C)C)C2=CC=C(C=C2)C(C)(C)C